N-(4-(((R)-1-Hydroxy-4-methylpentan-2-yl)amino)-6-((R)-2-(2,3,4-trifluorophenyl)propyl)-1,3,5-triazin-2-yl)methanesulfonamide OC[C@@H](CC(C)C)NC1=NC(=NC(=N1)C[C@@H](C)C1=C(C(=C(C=C1)F)F)F)NS(=O)(=O)C